FC1=CC=C(C=C1)N1N=CC2=C1C=C1CCN(C[C@]1(C2)C(C2=NC=CC(=C2)C(F)(F)F)=O)S(=O)(=O)C=2C=C(C#N)C=CC2 (R)-3-((1-(4-fluorophenyl)-4a-(4-(trifluoromethyl)picolinoyl)-4a,5,7,8-tetrahydro-1H-pyrazolo[3,4-g]isoquinolin-6(4H)-yl)sulfonyl)benzonitrile